CN1C=NC=C1S(=O)(=N)C1=CC=C(C(=O)OC)C=C1 methyl 4-[(3-methylimidazol-4-yl)sulfonimidoyl]benzoate